C(=O)(O)[C@H](CC(=O)N1CC2=C(C(=C(C(=C2C1C)Cl)OCCCOC=1C=C2CN(CC2=CC1OC)C(C[C@@H](C(=O)O)C)=O)OC)Cl)C (2S)-4-(5-(3-((2-((S)-3-carboxybutanoyl)-4,7-dichloro-6-methoxy-3-methylisoindolin-5-yl)oxy)propoxy)-6-methoxyisoindolin-2-yl)-2-methyl-4-oxobutanoic acid